N-({5-(difluoromethyl)-6-[(5-methyl-3-isoxazolyl)methoxy]-2-indolyl}methyl)1-methylcyclopropanecarboxamide FC(C=1C=C2C=C(NC2=CC1OCC1=NOC(=C1)C)CNC(=O)C1(CC1)C)F